N-isopropyl-2-methyl-5-[[5-[2-methyl-5-[[(1S,5R)-3-oxa-9-azabicyclo[3.3.1]nonan-7-yl]oxy]-4-pyridyl]pyrazolo[1,5-a]pyridin-2-yl]amino]pyrazole-3-carboxamide C(C)(C)NC(=O)C=1N(N=C(C1)NC1=NN2C(C=C(C=C2)C2=CC(=NC=C2OC2C[C@@H]3COC[C@H](C2)N3)C)=C1)C